3-(3H-pyrrol-3-yl)propionic acid N1=CC(C=C1)CCC(=O)O